{[3-fluoro-1-(3-fluoro(2-pyridyl))cyclobutyl]methyl}amine FC1CC(C1)(C1=NC=CC=C1F)CN